(RS)-3-methyl-4-(piperidin-3-yl)-1H-indole-7-carboxamide CC1=CNC2=C(C=CC(=C12)[C@@H]1CNCCC1)C(=O)N |r|